2-(6,7-difluoro-1H-indol-3-yl)-N,N-diethyl-ethane-1-amine FC1=CC=C2C(=CNC2=C1F)CCN(CC)CC